2,4,6-triaziridinyl-1,3,5-triazine C1CN1C2=NC(=NC(=N2)N3CC3)N4CC4